ClC=1C=C(C(=NC1)COC1=CC=CC(=N1)C1=CC(=C(CC2=NC3=C(N2[C@@H]2COCC2(C)C)C=C(C=C3)C(=O)O)C=C1F)F)F (S)-2-(4-(6-((5-chloro-3-fluoropyridin-2-yl)methoxy)pyridin-2-yl)-2,5-difluorobenzyl)-1-(4,4-dimethyltetrahydrofuran-3-yl)-1H-benzo[d]imidazole-6-carboxylic acid